BrC1=CC(=C(C=C1)N1N=NN(C1=O)C\C(\CNC(OC(C)(C)C)=O)=C\F)F tert-butyl (E)-(2-((4-(4-bromo-2-fluorophenyl)-5-oxo-4,5-dihydro-1H-tetrazol-1-yl)methyl)-3-fluoroallyl)carbamate